Ethyl-(2-bromophenyl) acetate C(C)(=O)OC1=C(C(=CC=C1)CC)Br